C(N)(=N)SCCCS(=O)(=O)O 3-Carbamimidoylsulfanyl-propane-1-sulfonic acid